C12C(C3C(CC1)O3)O2 1,2:3,4-diepoxycyclohexane